ClC=1C=C2C(=NC1NC(OC(C)(C)C)=O)OCCO2 tert-butyl N-(7-chloro-2,3-dihydro-[1,4]dioxino[2,3-b]pyridin-6-yl)carbamate